FC1(C2=CC=CC(=C2C=2C=C(C=CC12)C(=O)OC)C)F methyl 9,9-difluoro-5-methyl-9H-fluorene-3-carboxylate